CC1(C2=CC=CC(=C2OC=2C(=CC=CC12)P(C1=CC=CC=C1)C1=C(C=CC=C1)OC)P(C1=CC=CC=C1)C1=C(C=CC=C1)OC)C (1S,1'S)-(+)-(9,9-dimethyl-9H-xanthen-4,5-diyl)bis((2-methoxyphenyl)(phenyl)phosphine)